CCCCCCCCCCCCCCCC(=O)OC[C@H](COP(=O)(O)OCCNC(=O)CCCCCCCCC)OC(=O)CCCCCCC/C=C\\C/C=C\\CCCCC The molecule is an N-acylphosphatidylethanolamine in which the N-acyl group is specified as capryl (decanoyl) while the phosphatidyl acyl groups at position 1 and 2 are specified as palmitoyl (hexadecanoyl) and linoleoyl (9Z,12Z-octadecadienoyl) respectively. It derives from a decanoic acid, a linoleic acid and a hexadecanoic acid. It is a conjugate acid of a N-capryl-1-palmitoyl-2-linoleoyl-sn-glycero-3-phosphoethanolamine(1-).